ClC=1C(=C(C=CC1)C1=C(C=C(C=C1CCC)CCC)CCC)P(C1CCCCC1)C1CCCCC1 chloro(2-dicyclohexylphosphino-2',4',6'-tri-1-propyl-1,1'-biphenyl)